(5S,6R)-6-((S)-5H-imidazo[5,1-a]isoindol-5-yl)-5,6,7,8-tetrahydroquinolin-5-ol C=1N=CN2C1C1=CC=CC=C1[C@@H]2[C@@H]2[C@@H](C=1C=CC=NC1CC2)O